NC=1C=CC(=C(C1)N1N=CC=C1C#N)Cl 1-(5-amino-2-chlorophenyl)-1H-pyrazole-5-carbonitrile